(S)-ethyl 2-(tert-butoxy)-2-(7-(4-chlorophenyl)-5-methyl-2-(1-methyl-3-((S)-pyrrolidin-3-yl)-1H-indazol-5-yl)benzo[d]thiazol-6-yl)acetate C(C)(C)(C)O[C@H](C(=O)OCC)C1=C(C2=C(N=C(S2)C=2C=C3C(=NN(C3=CC2)C)[C@@H]2CNCC2)C=C1C)C1=CC=C(C=C1)Cl